C(CCCCCCCCCCC)(=O)[O-].C(CCCCCCCCCCC)(=O)[O-].C(CCC)[Sn+2]CCCC Dibutyltin dilaurat